(R)-2-(N-t-butyloxycarbonylamino)biphenol Sodium bicarbonate C([O-])(O)=O.[Na+].C(C)(C)(C)OC(=O)NC1([C@@H](C=CC=C1)O)C=1C(=CC=CC1)O